methyl 3-(chloromethyl)-2-ethylbenzoate ClCC=1C(=C(C(=O)OC)C=CC1)CC